hexamethylenebisarachidonic acid amide C(CCC\C=C/C\C=C/C\C=C/C\C=C/CCCCCCCCCCCCCCCC\C=C/C\C=C/C\C=C/C\C=C/CCCC(=O)N)(=O)N